CC=1C=C2C(C=C(OC2=C(C1)C(C)NC1=C(C(=O)OC(C)(C)C)C=CC=C1)C1=CC=C2CC(NC2=C1)=O)=O tert-Butyl 2-[1-[6-methyl-4-oxo-2-(2-oxoindolin-6-yl)chromen-8-yl]ethylamino]benzoate